ethyl 3-[2-fluoro-3-[2-[2-fluoro-5-[6-fluoro-4-methylsulfonyl-1-(p-tolylsulfonyl)indol-5-yl]oxy-phenyl]-4,5,6,7-tetrahydro-1H-imidazo[4,5-c]pyridin-4-yl]phenyl]propanoate FC1=C(C=CC=C1C1NCCC2=C1N=C(N2)C2=C(C=CC(=C2)OC=2C(=C1C=CN(C1=CC2F)S(=O)(=O)C2=CC=C(C=C2)C)S(=O)(=O)C)F)CCC(=O)OCC